CS(=O)(=O)O[C@@H](C)C=1C=C(C=C2C(C(=C(OC12)C1=CC=CC=C1)C)=O)C [(1S)-1-(3,6-dimethyl-4-oxo-2-phenyl-chromen-8-yl)ethyl] methanesulfonate